N-(2-fluoro-6-(trifluoromethyl)benzyl)-5-(1H-imidazol-1-yl)-1H-pyrrolo[3,2-b]pyridine-7-carboxamide FC1=C(CNC(=O)C2=C3C(=NC(=C2)N2C=NC=C2)C=CN3)C(=CC=C1)C(F)(F)F